CN1C(=CC=2C1=CN=C(C2)NC(=O)C2CC2)C=2C(=C1C=NNC1=CC2)C N-[1-methyl-2-(4-methyl-1H-indazol-5-yl)pyrrolo[2,3-c]pyridin-5-yl]cyclopropanecarboxamide